ClC=1C=C2C(=CN=C(C2=CN1)N1[C@@H](CC1)COC)C(C)C (S)-6-chloro-4-isopropyl-1-(2-(methoxymethyl)azetidin-1-yl)-2,7-naphthyridine